C(N)(OC1[C@@H](N(CC1)C1=NC(=CC(=C1)C1=C(C(=CC(=C1)F)Br)OC)Cl)C(C)(C)C)=O (S)-(tert-butyl 1-(4-(3-bromo-5-fluoro-2-methoxyphenyl)-6-chloropyridin-2-yl) pyrrolidin-3-yl) carbamate